2-oxoethyl 5-((tert-butoxycarbonyl)amino)pentanoate C(C)(C)(C)OC(=O)NCCCCC(=O)OCC=O